C1(=CC=C(C=C1)C(=O)O)C1=CC=C(C=C1)C1=CC=C(C=C1)C(=O)O [p-terphenyl]-4,4''-dicarboxylic acid